N1(C=NC=C1)C1C=C(C(=O)N)C=CN1C1CCN2CCCCC12 2-(1H-imidazol-1-yl)-1-(octahydroindolizin-1-yl)isonicotinamide